Tert-butyl (3R,5S)-4-[(1-benzyloxycarbonyl-4-piperidyl)methyl]-3,5-dimethyl-piperazine-1-carboxylate C(C1=CC=CC=C1)OC(=O)N1CCC(CC1)CN1[C@@H](CN(C[C@@H]1C)C(=O)OC(C)(C)C)C